(RS)-1-(4-chlorophenoxy)-3,3-dimethyl-1-(1H-1,2,4-triazol-1-yl)butan-2-one ClC1=CC=C(O[C@H](C(C(C)(C)C)=O)N2N=CN=C2)C=C1 |r|